NC1CCN(CC1)C1=CN=C(C(=N1)C1=CC(=C(C#N)C=C1)F)C1=CC2=CN(N=C2C=C1)C 4-[6-(4-Aminopiperidin-1-yl)-3-(2-methyl-2H-indazol-5-yl)pyrazin-2-yl]-2-fluorobenzonitril